sulfonylbis-(phenol) S(=O)(=O)(C1=C(C=CC=C1)O)C1=C(C=CC=C1)O